N-methyl-3-(2-{2-[2-(2-methylamino-ethoxy)-ethoxy]-ethoxy}-ethoxy)-propionamide CNC(CCOCCOCCOCCOCCNC)=O